tert-Butyl (4-(1-(((1H-pyrazol-4-yl)methyl)amino)-5-chloro-3-(ethylsulfonyl)-7,9-dihydrofuro[3,4-f]quinazolin-6-yl)-3-cyano-7-fluorobenzo[b]thiophen-2-yl)carbamate N1N=CC(=C1)CNC1=NC(=NC=2C(=C(C3=C(C12)COC3)C3=CC=C(C=1SC(=C(C13)C#N)NC(OC(C)(C)C)=O)F)Cl)S(=O)(=O)CC